ClC1=NC(=NC(=N1)Cl)C1=NC(=CC=C1)C(F)(F)F 2,4-dichloro-6-(6-trifluoromethyl-pyridin-2-yl)-1,3,5-triazine